N[C@H]1[C@@H](CN(CC1)C=1OC(=NN1)C1=CC=C(C=C1)Cl)O |o1:1,2| (3R*,4R*)-4-amino-1-[5-(4-chlorophenyl)-1,3,4-oxadiazol-2-yl]piperidin-3-ol